4-methyl-2,6-bis(4-pyridylmethylene)cyclohexanone CC1CC(C(C(C1)=CC1=CC=NC=C1)=O)=CC1=CC=NC=C1